BrC1=CC(=CC=2N(C=NC21)CC2=CC=C(C=C2)OC)C2(CC(C2)C)C=2N(C(=NN2)S)C 5-(1-(4-bromo-1-(4-methoxybenzyl)-1H-benzo[d]imidazol-6-yl)-3-methylcyclobutyl)-4-methyl-4H-1,2,4-triazole-3-thiol